N(=[N+]=[N-])\C(\C(=O)OC)=C/C1=C(C(=CC=C1)C)Cl methyl (Z)-2-azido-3-(2-chloro-3-methyl-phenyl)prop-2-enoate